(R)-N-((S)-4-hydroxy-3-oxo-1-((R)-2-oxopyrrolidin-3-yl)butan-2-yl)-2-(4-methoxy-1H-indole-2-carbonyl)-2-azabicyclo[2.2.2]octane-3-carboxamide OCC([C@H](C[C@@H]1C(NCC1)=O)NC(=O)[C@@H]1N(C2CCC1CC2)C(=O)C=2NC1=CC=CC(=C1C2)OC)=O